C1(CC1)C=1N=NN(C1)[C@@H](C(=O)N1[C@@H](C[C@H](C1)O)C(=O)NCC1C(C12CCCC2)(F)F)C(C)(C)C (2S,4R)-1-[(2R)-2-(4-cyclopropyltriazol-1-yl)-3,3-dimethyl-butanoyl]-N-[(2,2-difluorospiro[2.4]heptan-1-yl)methyl]-4-hydroxy-pyrrolidine-2-carboxamide